4-{8-Amino-1-[4-(3-chloro-phenoxy)-phenyl]-imidazo[1,5-a]pyrazin-3-yl}-cyclohexanol NC=1C=2N(C=CN1)C(=NC2C2=CC=C(C=C2)OC2=CC(=CC=C2)Cl)C2CCC(CC2)O